(Z)-7a-Benzyl-5-oxo-3a,4,5,7a-tetrahydrobenzofuran-3(2H)-ylethylacetate C(C1=CC=CC=C1)C12C(C(CO1)CCCC(=O)[O-])CC(C=C2)=O